S1SSN=N1 trithiadiazole